4-n-Amyl-Phenol C(CCCC)C1=CC=C(C=C1)O